ClC1=NC=C(C(=C1)C1=C(C=NC(=C1)C)C(=O)NC=1SC2=C(N1)CN(C2)C(C2=NC=CC=C2OC(F)F)=O)OC 2'-Chloro-N-(5-(3-(di-fluoromethoxy)picolinoyl)-5,6-dihydro-4H-pyrrolo[3,4-d]thiazol-2-yl)-5'-methoxy-6-methyl-[4,4'-bipyridine]-3-carboxamide